dimethyldimethyldimethylsilane CC([Si](C)(C)C)C